BrC1=C2C=NN(C2=CC(=C1[C@H]1[C@H](C1)C=COC)C)[C@@H]1OCCCC1 |&1:18| rac-4-Bromo-5-((1R,2S)-2-(2-methoxyvinyl)cyclopropyl)-6-methyl-1-(tetrahydro-2H-pyran-2-yl)-1H-indazole